C=1(C(O)=CC=C(C=CC)C1)OC isoeugenol